C(C)(C)(C)OC(=O)N1CC2=C(CC1)NN=C2I 3-Iodo-1H,4H,5H,6H,7H-pyrazolo[4,3-c]pyridine-5-carboxylic acid tert-butyl ester